benzyl 3-aminopropionate TFA salt OC(=O)C(F)(F)F.NCCC(=O)OCC1=CC=CC=C1